N-(m-tolyl)-7H-pyrido[4',3':4,5]pyrrolo[2,3-c][1,7]naphthyridin-6-amine C1(=CC(=CC=C1)NC1=NC2=CN=CC=C2C2=C1NC1=C2C=CN=C1)C